N[C@@H]1CN(C[C@@H]1CC)C(=O)NCC(F)(F)F (cis)-3-amino-4-ethyl-N-(2,2,2-trifluoroethyl)pyrrolidin-1-carboxamide